tricyclo[5.2.1.02,6]deca-4,8-dien-3-ol C12C3C(C=CC3C(C=C1)C2)O